C(C1=CC=CC=C1)OC1=CC=C(C=C1)C1C(NC(NC1=O)=O)=O 5-(4-Benzyloxyphenyl)hexahydropyrimidine-2,4,6-trione